C1(=CC=CC=C1)C=1C=2C=CC(=CC3=CC=C(N3)C(=C3C=CC(C=C4C=CC1N4)=N3)C3=CC=CC=C3)N2 10,20-diphenylporphyrin